OC(COC=1C=NC(=NC1)N1C[C@H](N([C@H](C1)C)C(=O)OC1CC2(CN(C2)CC2=CC=CC=C2)C1)C)(C)C 2-benzyl-2-azaspiro[3.3]heptan-6-yl (2R,6S)-4-[5-(2-hydroxy-2-methylpropoxy)pyrimidin-2-yl]-2,6-dimethyl-piperazine-1-carboxylate